2-((6-amino-1-(2-((tert-butyldimethylsilyl)oxy)ethyl)-2-oxo-1,2-dihydro-1,8-naphthyridin-3-yl)oxy)-N-methylacetamide NC=1C=C2C=C(C(N(C2=NC1)CCO[Si](C)(C)C(C)(C)C)=O)OCC(=O)NC